2-(3-fluorophenyl)-N-{(1S)-2-hydroxy-1-[(3R)-tetrahydrofuran-3-yl]ethyl}-3-oxo-6-[4-(trifluoromethoxy)phenyl]-2,3-dihydropyridazine-4-carboxamide FC=1C=C(C=CC1)N1N=C(C=C(C1=O)C(=O)N[C@H](CO)[C@@H]1COCC1)C1=CC=C(C=C1)OC(F)(F)F